7-methoxy-3-phenylquinoxalin-2(1H)-one COC1=CC=C2N=C(C(NC2=C1)=O)C1=CC=CC=C1